[Mn](=O)([O-])O.[K+] monopotassium manganite